C1(CC1)C(=O)N1CCC(CC1)OC1=CC=C(C=C1)C(=O)C=1C2=C(SC1C1=CC=C(C=C1)O)C=C(C=C2)O (4-((1-(cyclopropanecarbonyl)piperidin-4-yl)oxy)phenyl)(6-hydroxy-2-(4-hydroxyphenyl)benzo[b]thiophen-3-yl)methanone